3-((4,4-Bis(octyloxy)butanoyl)oxy)-2-((((1-(2,2-difluoroethyl)azetidin-3-yl)-carbamoyl)oxy)methyl)propyl (9Z,12Z)-octadeca-9,12-dienoate C(CCCCCCC\C=C/C\C=C/CCCCC)(=O)OCC(COC(CCC(OCCCCCCCC)OCCCCCCCC)=O)COC(NC1CN(C1)CC(F)F)=O